1-[[2-[(2S)-2-fluoropropoxy]pyridin-4-yl]methyl]-3-[(1r,3r)-3-(trifluoro-methyl)cyclobutyl]urea F[C@H](COC1=NC=CC(=C1)CNC(=O)NC1CC(C1)C(F)(F)F)C